C(C)(=O)C=1N=NN(C1C)C1=C(CN(N=C1)CC1=CC=C(C=C1)I)Br 5-(4-acetyl-5-methyl-1H-1,2,3-triazol-1-yl)-4-bromo-2-[(4-iodophenyl)methyl]-2,3-dihydropyridazin